3-(1-(3,4-dichlorophenyl)pyrrolidin-3-yl)-2-fluoro-6-trifluoromethylbenzoic acid ClC=1C=C(C=CC1Cl)N1CC(CC1)C=1C(=C(C(=O)O)C(=CC1)C(F)(F)F)F